M-fluorobenzaldehyde oxime FC=1C=C(C=NO)C=CC1